1-(5-((2,3-dichlorophenyl)thio)-6-methylpyrazin-2-yl)-N,4-dimethylpiperidin-4-amine ClC1=C(C=CC=C1Cl)SC=1N=CC(=NC1C)N1CCC(CC1)(NC)C